FC=1C=CC2=C(N=C(O2)N2CCN(CC2)C(=O)OC(C)(C)C)C1 tert-butyl 4-(5-fluorobenzo[d]oxazol-2-yl)piperazine-1-carboxylate